C(C=C)(=O)OCCC[Si](OC)(C)C acryloxypropyldimethylmethoxysilan